C(C)(C)(C)C1=CC=C(C=C1)C(CCO)C1=NC(=NC(=C1)C1=C(C=CC=C1C)C)N(S(=O)(=O)C=1C=C(C(=O)OC)C=CC1)COC Methyl 3-[[4-[1-(4-tert-butylphenyl)-3-hydroxy-propyl]-6-(2,6-dimethylphenyl)pyrimidin-2-yl]-(methoxymethyl)sulfamoyl]benzoate